(R)-4-(3-Fluoropyridin-4-yl)-2-methyl-N-((R)-1-(3-methylimidazo[1,2-a]pyridin-5-yl)ethyl)piperazine-1-carboxamide FC=1C=NC=CC1N1C[C@H](N(CC1)C(=O)N[C@H](C)C1=CC=CC=2N1C(=CN2)C)C